OC1=CC=C2C(=CC(OC2=C1CN[C@@H](C(=O)O)CCC(C)(C)C)=O)C |r| rac-2-(((7-hydroxy-4-methyl-2-oxo-2H-chromen-8-yl)methyl)amino)-5,5-dimethylhexanoic acid